CC=1SC(=CN1)C=1N=CC2=C(C=CC=C2C1)C1=NN(C2=C1CN(CC2)C(=O)OC(C)(C)C)C2CCS(CC2)=O tert-butyl 3-(3-(2-methylthiazol-5-yl)isoquinolin-8-yl)-1-(1-oxidotetrahydro-2H-thiopyran-4-yl)-6,7-dihydro-1H-pyrazolo[4,3-c]pyridine-5(4H)-carboxylate